C(C=C)[CH2+] allyl-carbenium